C(#C)C=1C(=CC=C2C=C(C=C(C12)C1=CC=C2C(=NC=NC2=C1F)O)OCOC)F 7-[8-ethynyl-7-fluoro-3-(methoxymethoxy)naphthalen-1-yl]-8-fluoroquinazolin-4-ol